FC1=CC2=C(N[C@H](CN2)[C@@H](C2=CC=CC=C2)NC[C@H](C)C=2C=C(C=CC2OC)CC(=O)O)N=C1 |o1:18| 2-(3-((R or S)-1-(((R)-((R)-7-fluoro-1,2,3,4-tetrahydropyrido[2,3-b]pyrazin-3-yl)(phenyl)methyl)amino)propan-2-yl)-4-methoxyphenyl)acetic acid